N-(6-chloro-1-(3-(3-hydroxyphenyl)prop-2-yn-1-yl)-3-methyl-2,4-dioxo-1,2,3,4-tetrahydropyrimidin-5-yl)propiolamide ClC1=C(C(N(C(N1CC#CC1=CC(=CC=C1)O)=O)C)=O)NC(C#C)=O